[Si](C1=CC=CC=C1)(C1=CC=CC=C1)(C(C)(C)C)OC1CC(C1)CN1C(CC(C1)C1=C(C(=CC=C1OCOCC[Si](C)(C)C)Cl)Cl)=O 1-(((1s,3s)-3-((tert-butyldiphenylsilyl)oxy)cyclobutyl)methyl)-4-(2,3-dichloro-6-((2-(trimethylsilyl)ethoxy)methoxy)phenyl)pyrrolidin-2-one